4-(1-(2,4-difluorophenyl)-3-(4,4,5,5-tetramethyl-1,3,2-dioxaborolan-2-yl)-1H-pyrrolo[2,3-b]pyridin-5-yl)-3,5-dimethylisoxazole FC1=C(C=CC(=C1)F)N1C=C(C=2C1=NC=C(C2)C=2C(=NOC2C)C)B2OC(C(O2)(C)C)(C)C